7-((4-nitrobenzyl)oxy)-4-trifluoromethyl-2H-1-benzopyran-2-one [N+](=O)([O-])C1=CC=C(COC2=CC3=C(C(=CC(O3)=O)C(F)(F)F)C=C2)C=C1